C(C1=CC=CC=C1)(=O)O[C@H]1[C@@H](O[C@@H]([C@@H]([C@@H]1OC(C1=CC=CC=C1)=O)OC(C1=CC=CC=C1)=O)COC(C1=CC=CC=C1)=O)O[C@@H]1[C@H]([C@@H](OC)O[C@@H]([C@@H]1O)CO[C@H]1[C@@H]([C@@H](OC(C)=O)[C@H](OC(C)=O)[C@H](O1)COC(C)=O)N1C(C=2C(C1=O)=CC=CC2)=O)NC(C)=O Methyl 2,3,4,6-tetra-O-benzoyl-β-D-galactopyranosyl-(1→3)-[3,4,6-tri-O-acetyl-2-deoxy-2-phthalimido-β-D-glucopyranosyl-(1→6)]-2-acetamido-2-deoxy-α-D-galactopyranoside